FC1=C(C=C(C=C1)OC(C)C)C1=NC=2C=CNC(C2C(=C1)NC1=NC=C(C=C1)N1CCC(CC1)O)=O 2-(2-fluoro-5-isopropoxy-phenyl)-4-[[5-(4-hydroxy-1-piperidyl)-2-pyridyl]amino]-6H-1,6-naphthyridin-5-one